4-(6-methoxy-7-(1H-pyrazol-4-yl)quinazolin-4-yl)-1,4-diazepane-1-sulfonamide COC=1C=C2C(=NC=NC2=CC1C=1C=NNC1)N1CCN(CCC1)S(=O)(=O)N